C(C)(C)(C)OC(=O)C1CN(CCN1)C=1N=CC2=C(N1)CCN(C2)C(=O)[O-] 2-(3-(tert-butoxycarbonyl)piperazin-1-yl)-7,8-dihydropyrido[4,3-d]pyrimidine-6(5H)-carboxylate